(((benzylamino)(1-hydroxy-2-oxopiperidin-3-yl)phosphoryl)oxy)methyl [1,4'-bipiperidine]-1'-carboxylate N1(CCCCC1)C1CCN(CC1)C(=O)OCOP(=O)(C1C(N(CCC1)O)=O)NCC1=CC=CC=C1